CC=1C=C(C=C(C1)C)C1=C2CC(C(C2=C(C=2CCCC12)C1=CC(=CC(=C1)C)C)=O)C(C)C 4,8-Bis(3,5-dimethylphenyl)-2-isopropyl-3,5,6,7-tetrahydro-s-indacen-1(2H)-one